5-(1,5-dimethyl-1H-pyrazol-4-yl)-2,4-dimethoxypyrimidine CN1N=CC(=C1C)C=1C(=NC(=NC1)OC)OC